1-((5-(5-(difluoromethyl)-1,3,4-oxadiazole-2-yl)pyridine-2-yl)methyl)-3-((1-methylpiperidine-4-yl)methyl)-1,3-dihydro-2H-benzo[d]imidazole-2-one FC(C1=NN=C(O1)C=1C=CC(=NC1)CN1C(N(C2=C1C=CC=C2)CC2CCN(CC2)C)=O)F